COC=1C=C2[C@]3(C(NC2=CC1)=O)[C@@H](C3)C3=CC=C1C(=NNC1=C3)NC3=CC(=CC(=N3)C)N3CC[SH4]CC3 [6-({6-[(1R,2S)-5'-methoxy-2'-oxo-1'H-spiro[cyclopropan-1,3'-indol]-2-yl]-1H-indazol-3-yl}amino)-2-methylpyridin-4-yl]-1λ6-thiomorpholin